nitroglutamic acid [N+](=O)([O-])N[C@@H](CCC(=O)O)C(=O)O